5-(7-benzhydryl-2,7-diazaspiro[3.5]nonane-2-carbonyl)-2-(2,6-dioxopiperidin-3-yl)isoindoline-1,3-dione C(C1=CC=CC=C1)(C1=CC=CC=C1)N1CCC2(CN(C2)C(=O)C=2C=C3C(N(C(C3=CC2)=O)C2C(NC(CC2)=O)=O)=O)CC1